C(C)(=O)NNC(\C=C/N1N=C(N=C1)C1=CC(=CC(=C1)C(F)(F)F)S(F)(F)(F)(F)F)=O (Z)-N'-acetyl-3-(3-(3-(pentafluorosulfaneyl)-5-(trifluoromethyl)phenyl)-1H-1,2,4-Triazol-1-Yl)Acrylohydrazide